FC1(C[C@H](N(C1)C(=O)OC(C)(C)C)C(=O)OC)F 1-t-butyl 2-methyl (2S)-4,4-difluoropyrrolidin-1,2-dicarboxylate